COC(CC(C(=O)OC)C1=CC(=CC=C1)OC(C)C)=O 3-Isopropoxybenzenesuccinic acid dimethyl ester